CCC=C (R)-but-3-en